N1,N1'-(1,3-phenylenebis(methylene))bis(N3-(3-((cyclohexylmethyl)-amino)propyl)propane-1,3-diamine), hydrochloride salt Cl.C1(=CC(=CC=C1)CNCCCNCCCNCC1CCCCC1)CNCCCNCCCNCC1CCCCC1